Cl[Si](CCCC)(C)C chloro(dimethyl)butyl-silane